tetraethyl-diacetoxydistannoxane C(C)[Sn](O[Sn](OC(C)=O)(OC(C)=O)CC)(CC)CC